4,4-dimethyl-3,4-dihydronaphthalen-1(2H)-one CC1(CCC(C2=CC=CC=C12)=O)C